C(C1=CC=CC=C1)(C1=CC=CC=C1)(C1=CC=CC=C1)N1C=NC(=C1)C(=O)OC methyl 1-trityl-1H-imidazole-4-carboxylate